methyl-3-heptyl-imidazole chloride salt [Cl-].CC1=NC=CN1CCCCCCC